3-(3,5-di-tert-butyl-4-hydroxyphenyl)-N'-[3-(3,5-di-tert-butyl-4-hydroxyphenyl)propionyl]propionylhydrazine C(C)(C)(C)C=1C=C(C=C(C1O)C(C)(C)C)C(CC(=O)NN)C(CCC1=CC(=C(C(=C1)C(C)(C)C)O)C(C)(C)C)=O